1-((1R,5S)-3-(7-(3-hydroxynaphthalen-1-yl)-2-(((S)-1-methylpyrrolidin-2-yl)methoxy)quinazolin-4-yl)-3,8-diazabicyclo[3.2.1]octan-8-yl)-3-(4-methylpiperazin-1-yl)propan-1-one OC=1C=C(C2=CC=CC=C2C1)C1=CC=C2C(=NC(=NC2=C1)OC[C@H]1N(CCC1)C)N1C[C@H]2CC[C@@H](C1)N2C(CCN2CCN(CC2)C)=O